(8S,9R)-9-hydroxy-8-((S)-5H-imidazo[5,1-a]isoindol-5-yl)-6,7,8,9-tetrahydro-4H-quinolizin-4-one O[C@@H]1[C@@H](CCN2C(C=CC=C12)=O)[C@@H]1N2C(C3=CC=CC=C13)=CN=C2